3-aminocarbonyl-6-(trifluoromethyl)-4-vinylpyridin NC(=O)C=1C=NC(=CC1C=C)C(F)(F)F